NC=1N=C(SC1C(C1=CC=C(C=C1)F)=O)N(C1=CC=C(C=C1)Cl)C(C(=O)N)C (N-[4-Amino-5-(4-fluorobenzoyl)thiazol-2-yl]-4-chloroanilino)propanamid